NC1=C(C(=O)OC)C=CC(=N1)O methyl 2-amino-6-hydroxynicotinate